tert-butyl 4-[3-[[6-[[2-chloro-6-[3-[2-[1-(trifluoromethyl)cyclopropyl]ethoxy]pyrazol-1-yl]pyridine-3-carbonyl]sulfamoyl]-2-pyridyl]amino]propyl]-2,2-dimethyl-pyrrolidine-1-carboxylate ClC1=NC(=CC=C1C(=O)NS(=O)(=O)C1=CC=CC(=N1)NCCCC1CC(N(C1)C(=O)OC(C)(C)C)(C)C)N1N=C(C=C1)OCCC1(CC1)C(F)(F)F